1-(3-amino-6-chloropyridin-2-yl)ethan-1-one NC=1C(=NC(=CC1)Cl)C(C)=O